oxazolopyrimidine N1=COC2=C1C=NC=N2